BrC=1C(=C(C#N)C(=CC1)N1C(=CC=C1C)C)F 3-bromo-6-(2,5-dimethyl-1H-pyrrol-1-yl)-2-fluorobenzonitrile